Hexadecafluoro-1-nonanol C(C(C(C(C(C(C(C(C(F)F)(F)F)(F)F)(F)F)(F)F)(F)F)(F)F)(F)F)O